Ethyl 3-cyclopropyl-1-((6,6-difluoro-4-methylspiro[2.3]hexan-4-yl)methyl)-4-(trifluoromethyl)-1H-pyrazole-5-carboxylate C1(CC1)C1=NN(C(=C1C(F)(F)F)C(=O)OCC)CC1(C2(CC2)C(C1)(F)F)C